8-[3-(4-chloro-1H-pyrrol-2-yl)-1,2,4-oxadiazol-5-yl]-2-methoxy-8,9,10,10a,11,12-hexahydrodipyrido[1,2-a:2',3'-e]azepin-5(7H)-one ClC=1C=C(NC1)C1=NOC(=N1)C1CCC2N(C(C3=C(CC2)N=C(C=C3)OC)=O)C1